CC1=CC(=CC=C1)N(C2=CC=CC=C2)C3=CC=C(C=C3)N(C4=CC=CC=C4)C5=CC=CC(=C5)C N,N'-diphenyl-N,N'-di(m-tolyl)-1,4-phenylenediamine